P(=O)(O)(O)O.N1C(=O)N=C(N)C=C1 cytosine-phosphate